S1C=NC2=C1C=C(C=C2)C=2N(N=C1C(N(CCC12)C1=CC=C(C=C1)O)=O)C1=NC(=CC=C1)C 3-(benzo[d]thiazol-6-yl)-6-(4-hydroxyphenyl)-2-(6-methylpyridin-2-yl)-5,6-dihydro-2H-pyrazolo[3,4-c]pyridin-7(4H)-one